OC1(CC(C1)C(=O)N1CC2(C1)C[C@@H](CC2)C2=C(C(=CC=C2)C)OC)C |r| (rac)-((1s,3s)-3-hydroxy-3-methylcyclobutyl)(6-(2-methoxy-3-methylphenyl)-2-azaspiro[3.4]oct-2-yl)methanone